1,5-diaza-pentadiene tetrafluoroborate F[B-](F)(F)F.N=CC=CN